ClC1=CC=C(C=C1)SC1=C(N=NN1CC1=CC=C(C=C1)OC)C(=O)OCC 1-Ethyl 5-((4-chlorophenyl) thio)-1-(4-methoxybenzyl)-1H-1,2,3-triazole-4-carboxylate